C(C=C)(=O)N1[C@H](CN(CC1)C=1C2=C(N=C(N1)OC[C@H]1N(CCC1)C)N=C(C(=C2)Cl)C2=CC=CC=1CCCCC21)CC#N 2-((S)-1-acryloyl-4-(6-chloro-2-(((S)-1-methylpyrrolidin-2-yl)methoxy)-7-(5,6,7,8-tetrahydronaphthalen-1-yl)pyridino[2,3-d]pyrimidin-4-yl)piperazin-2-yl)acetonitrile